6-(1-(adamantan-1-ylmethyl)-5-methyl-1H-pyrazol-4-yl)-2-oxo-2,3-dihydro-oxazolo[4,5-b]pyridine-7-carboxylic acid methyl ester COC(=O)C1=C2C(=NC=C1C=1C=NN(C1C)CC13CC4CC(CC(C1)C4)C3)NC(O2)=O